4-methyl-1,2-benzenediamine CC=1C=C(C(=CC1)N)N